C(C)(C)(C)OC(=O)N1[C@H](CN([C@@H](C1)C)C(C)=O)C1=CC=CC=C1.C[C@H]1N(C[C@@H](N(C1)C(=O)OC(C)(C)C)C1=CC=CC=C1)C1(CC1)C |r| tert-Butyl rac-(2S,5R)-5-methyl-4-(1-methylcyclopropyl)-2-phenyl-piperazine-1-carboxylate tert-Butyl-rac-(2S,5R)-4-acetyl-5-methyl-2-phenyl-piperazine-1-carboxylate